C(C)(C)(C)OC(=O)N1C(CCC1)CC(=O)NC(C(=O)O)CCCCCCCC1=NC=2NCCCC2C=C1 2-(2-(1-(tert-butoxycarbonyl)pyrrolidin-2-yl)acetamido)-9-(5,6,7,8-tetrahydro-1,8-naphthyridin-2-yl)nonanoic acid